C(C)OC(\C=C\C=C/CCCCC)=O (2e,4z)-2,4-decadienoic acid ethyl ester